C(C)(C)(C)C1=CC(=NO1)NC(=O)NC1=CC=C(C=C1)C=1N=NN(C1)C1=CC(=C(C=C1)OCCN1CCOCC1)C(F)(F)F (5-tert-butylisoxazol-3-yl)-3-(4-(1-(3-trifluoromethyl-4-(2-morpholinoethoxy)-phenyl)-1H-1,2,3-triazol-4-yl)phenyl)-urea